BrC1=C(NC=2C1=NC=CC2)C2=C(C=NC=C2)OC[C@@H]2N(CC2)C(=O)OC(C)(C)C |r| tert-butyl (2RS)-2-({[4-(3-bromo-1H-pyrrolo[3,2-b]pyridin-2-yl)pyridin-3-yl]oxy}methyl)azetidine-1-carboxylate